[Cd].[Mn].[Ni].[Co] cobalt-nickel-manganese-cadmium